bis(cyclopentadienyl)titanium bis(trifluoromethanesulfonic acid) salt FC(S(=O)(=O)[O-])(F)F.FC(S(=O)(=O)[O-])(F)F.C1(C=CC=C1)[Ti+2]C1C=CC=C1